azobis(isobutyl) phthalate C1(C=2C(C(=O)OC(C(C)C)N=NC(C(C)C)O1)=CC=CC2)=O